2-(6-(4,4-dimethyl-1,4-azasilinan-1-yl)-5-fluoro-2-methylpyridin-3-yl)spiro[3.3]heptane-2,6-diamine C[Si]1(CCN(CC1)C1=C(C=C(C(=N1)C)C1(CC2(C1)CC(C2)N)N)F)C